C1(=CC(=CC(=C1)C(=O)O)C(=O)NN)C(=O)NN 1,3,5-benzenetricarboxylic dihydrazide